tert-butyl (R)-3-methyl-5-(7-(1-methyl-1H-pyrazol-5-yl)-5-(3-methylmorpholino) pyrazolo[1,5-a]pyrimidin-3-yl)-1H-pyrazole-1-carboxylate CC1=NN(C(=C1)C=1C=NN2C1N=C(C=C2C2=CC=NN2C)N2[C@@H](COCC2)C)C(=O)OC(C)(C)C